(S)-2-(6-(5-methyl-7H-pyrrolo[2,3-c]pyridazine-3-yl)-2-((S)-3,3,3-trifluoro-2-hydroxy-2-methylpropionyl)-1,2,3,4-tetrahydroisoquinolin-8-yl)pyrrole CC1=CNC=2N=NC(=CC21)C=2C=C1CCN(CC1=C(C2)C=2NC=CC2)C([C@](C(F)(F)F)(C)O)=O